OC1CC(C1)OC1=CC(=NC(=C1)[C@]1(COCC1)OC)C=1C=C(N2C=NC(=CC21)NC(=O)N)C 1-(5-(4-((1r,3r)-3-Hydroxycyclobutoxy)-6-((R)-3-methoxytetrahydrofuran-3-yl)pyridine-2-yl)-7-methylpyrrolo[1,2-c]pyrimidin-3-yl)urea